FC(C1=CC=C(N=N1)CC1CC2(CNC2)C1)(F)F 6-[[6-(trifluorometh-yl)pyridazin-3-yl]-methyl]-2-azaspiro-[3.3]heptane